Cis-3-amino-2-(biphenyl-3-ylmethyl)pyrrolidine-1-carboxylic acid tert-butyl ester C(C)(C)(C)OC(=O)N1[C@H]([C@H](CC1)N)CC=1C=C(C=CC1)C1=CC=CC=C1